C[Sn]([Sn](C)(C)C)(C)C hexamethyl-distannane